BrC1=C(C=CC(=C1C)OCCC(C)C)C 2-bromo-1,3-dimethyl-4-(3-methyl-butoxy)-benzene